methyl 2-(6-(1-benzyl-1H-pyrazole-4-carbonyl)-2-((S)-2,2-dimethylcyclopropane-1-carbonyl)-2,6-diazaspiro[3.4]octan-8-yl)oxazole-4-carboxylate C(C1=CC=CC=C1)N1N=CC(=C1)C(=O)N1CC2(CN(C2)C(=O)[C@@H]2C(C2)(C)C)C(C1)C=1OC=C(N1)C(=O)OC